4-ethyl-2,6-di-tert-butylphenol C(C)C1=CC(=C(C(=C1)C(C)(C)C)O)C(C)(C)C